6,6-dimethyl-3-((2S,3R)-3-(1-methylcyclopropoxy)-2-(2,2,2-trifluoroacetamido)butanoyl)-3-azabicyclo[3.1.0]hexane-2-carboxamide CC1(C2CN(C(C12)C(=O)N)C([C@H]([C@@H](C)OC1(CC1)C)NC(C(F)(F)F)=O)=O)C